3-(2-amino-6-(1-(4-(2-fluoropropane-2-yl)benzyl)-2-oxo-1,2-dihydropyridin-4-yl)pyrimidin-4-yl)-2-methylbenzonitrile NC1=NC(=CC(=N1)C=1C(=C(C#N)C=CC1)C)C1=CC(N(C=C1)CC1=CC=C(C=C1)C(C)(C)F)=O